bis-(4-hydroxynaphth-1-yl)-methane OC1=CC=C(C2=CC=CC=C12)CC1=CC=C(C2=CC=CC=C12)O